ClC1=NN(C(=C1)C(=O)N1[C@H](C2=C(CC1)NC=N2)C2=NN1C(C=CC=C1)=C2)C (R)-(3-chloro-1-methyl-1H-pyrazol-5-yl)(4-(pyrazolo[1,5-a]pyridin-2-yl)-6,7-dihydro-1H-imidazo[4,5-c]pyridin-5(4H)-yl)methanone